O=C1N(C(C=C1)=O)CCC(=O)N[C@H](C(=O)N[C@H](C(=O)NC1=CC=C(C=C1)CCl)C)C(C)C (2S)-2-[3-(2,5-dioxopyrrol-1-yl)propanoylamino]-3-methyl-N-[(1S)-2-[4-(chloromethyl)anilino]-1-methyl-2-oxo-ethyl]butanamide